C(C)(C)(C)OC(=O)N[C@@H](C(=O)OC(C)(C)C)CCCOC1=C(C(=C(C=C1)Cl)Cl)CO tert-butyl (R)-2-((tert-butoxycarbonyl)amino)-5-(3,4-dichloro-2-(hydroxymethyl)phenoxy)pentanoate